1-(5-(methylsulfonyl)pyridin-2-yl)-1H-pyrazole-4-carboxylic acid ethyl ester C(C)OC(=O)C=1C=NN(C1)C1=NC=C(C=C1)S(=O)(=O)C